tris[2-tert-butyl-4-(3-tertiary butyl-4-hydroxy-5-methylphenylthio)-5-methylphenyl] phosphite P(OC1=C(C=C(C(=C1)C)SC1=CC(=C(C(=C1)C)O)C(C)(C)C)C(C)(C)C)(OC1=C(C=C(C(=C1)C)SC1=CC(=C(C(=C1)C)O)C(C)(C)C)C(C)(C)C)OC1=C(C=C(C(=C1)C)SC1=CC(=C(C(=C1)C)O)C(C)(C)C)C(C)(C)C